2-chloro-4-(dibenzo[B,d]furan-1-yl)-6-phenyl-1,3,5-triazine ClC1=NC(=NC(=N1)C1=CC=CC=2OC3=C(C21)C=CC=C3)C3=CC=CC=C3